(3,4-difluorophenyl)(2-methylsulfanylphenyl)methanone FC=1C=C(C=CC1F)C(=O)C1=C(C=CC=C1)SC